3-(2-((tert-butyldimethylsilyl)oxy)ethoxy)-2-chloro-5-iodopyridin-4-amine [Si](C)(C)(C(C)(C)C)OCCOC=1C(=NC=C(C1N)I)Cl